N-(6-(1-(methyl-d3)-1H-pyrazol-4-yl)isoquinolin-3-yl)-2-(4-methylpiperazin-1-yl)acetamide C(N1N=CC(=C1)C=1C=C2C=C(N=CC2=CC1)NC(CN1CCN(CC1)C)=O)([2H])([2H])[2H]